potassium methylthio carbonate C(OSC)([O-])=O.[K+]